C(C)(C)(C)OC(=O)N1CCC(CC1)C(C)(O)C1=NC2=CC(=NC=C2C=C1)Cl 4-[1-(7-chloro-1,6-naphthyridin-2-yl)-1-hydroxyethyl]Piperidine-1-carboxylic acid tert-butyl ester